N12C3=C(C(=CC=C3)O2)O1 bis-epoxyaniline